C(=C)P(OCC1=CC=C(C=C1)[N+](=O)[O-])OCC1=CC=C(C=C1)[N+](=O)[O-] Di(4-nitrobenzyl) vinylphosphonite